Cl.N[C@@H](CC(=O)O)C=1C=C(C=C(C1F)C(F)(F)F)C1=C(C=C(C=C1C)OC)C (S)-3-amino-3-(4-fluoro-4'-methoxy-2',6'-dimethyl-5-(trifluoromethyl)-[1,1'-biphenyl]-3-yl)propanoic acid hydrochloride